NC1=CC=C(C=C1)CC1=C(C=C(C=C1)N)C(C)C 4-((4-aminophenyl)methyl)-3-isopropylbenzenamine